FC(C1=CC=C(N)C=C1)(F)F 4-(trifluorometh-yl)aniline